BrC=1C(=CC=C2C(=CNC12)S(=O)(=O)NC1=NC=C(C(=N1)OC)CCC(F)F)Cl 7-bromo-6-chloro-N-[5-(3,3-difluoropropyl)-4-methoxy-pyrimidin-2-yl]-1H-indole-3-sulfonamide